sodium pyridinethione C1=CC(=S)N(C=C1)O